C(=O)O.OC(CNCNC(CCCCCCCCCCCCCCCCC)=O)=O 1-oxa-4,6-diaza-tetracosane-2,7-dione formate salt